BrC=1C=C(C=CC1)[C@H](C(=O)O)O (R)-(-)-2-(3-bromophenyl)-2-hydroxyacetic acid